8-(2-Fluorobenzyl)-2-(Furan-2-ylmethyl)-6-phenylimidazo[1,2-a]pyrazin-3(7H)-on FC1=C(CC2=C3N(C=C(N2)C2=CC=CC=C2)C(C(=N3)CC=3OC=CC3)=O)C=CC=C1